CC1=CC2=C(C=C1)C=1N(CN(CC1CO2)C2=CC=CC=C2)C2=CC=CC=C2 8-methyl-1,3-diphenyl-3,4-dihydro-1H-benzopyrano[4,3-d]pyrimidine